N-(5-((9-(3,3-Dimethylbutyl)-3,9-diazaspiro[5.5]undecan-3-yl)sulfonyl)pyridin-2-yl)-N-methylacetamide CC(CCN1CCC2(CCN(CC2)S(=O)(=O)C=2C=CC(=NC2)N(C(C)=O)C)CC1)(C)C